FC1(CCC1(F)F)F 3,3,4,4-tetrafluorocyclobutane